2-(1-tert-butoxycarbonyl-3,4-dihydro-2H-quinolin-4-yl)acetic acid C(C)(C)(C)OC(=O)N1CCC(C2=CC=CC=C12)CC(=O)O